N[C@@H](CCC(=O)NCCCC(=O)O)C(=O)O 4-(γ-glutamylamino)butanoic acid